6-((2,6-dimethyl-pyrimidin-4-yl)amino)-N-ethoxy-4-((5-fluoro-3-(5-isopropyl-pyrazin-2-yl)-2-methoxyphenyl)amino)nicotinamide CC1=NC(=CC(=N1)NC1=NC=C(C(=O)NOCC)C(=C1)NC1=C(C(=CC(=C1)F)C1=NC=C(N=C1)C(C)C)OC)C